1-methoxy-2-(methoxymethyl)-2-methyloctadecane COCC(CCCCCCCCCCCCCCCC)(C)COC